COC1(CN(C1)C1=CC=CC=2NC=NC21)C 4-(3-methoxy-3-methylazetidin-1-yl)-1H-benzo[d]imidazole